2-amino-2-(1-undecyl-1H-1,2,3-triazol-4-yl)propane-1,3-diol NC(CO)(CO)C=1N=NN(C1)CCCCCCCCCCC